NC=1C(=C(C=CC1)C1=C(C(=CC=C1)NC(=O)C1=CC(=C(C=N1)CN1[C@@H](CCCC1)C(=O)OC)OC)Cl)C methyl (S)-1-((6-((3'-amino-2-chloro-2'-methyl-[1,1'-biphenyl]-3-yl)carbamoyl)-4-methoxypyridin-3-yl)methyl)piperidine-2-carboxylate